OCCCCCN(CCCCCCCC(=O)OC(CCCCCC)CCCCCCCC)CCCCCC(OCCCCCCCCCCC(F)(F)F)=O Pentadecan-7-yl 8-((5-hydroxypentyl)(6-oxo-6-((11,11,11-trifluoroundecyl)oxy)-hexyl)amino)octanoate